ClC1=NC=C(C(=O)NOC)C(=C1)NC1=C(C(=CC=C1)C=1C=NN(C1)C)OC 6-chloro-N-methoxy-4-((2-methoxy-3-(1-methyl-1H-pyrazol-4-yl)phenyl)amino)nicotinamide